6-bromo-N-(4-fluorophenyl)-8,9-dihydroimidazo[1',2':1,6]pyrido[2,3-d]pyrimidin-2-amine BrC1=CC2=C(N=C(N=C2)NC2=CC=C(C=C2)F)N2C1=NCC2